COC=1C=C(C=CC1)C=1C=C(OC1C)C(=O)NC1=NC(=NS1)CC(C)=O 4-(3-Methoxyphenyl)-5-methyl-N-(3-(2-oxopropyl)-1,2,4-thiadiazol-5-yl)furan-2-carboxamide